6'-[(2S)-2-methylpiperazine-1-carbonyl]-2',3'-dihydrospiro[cyclohexane-1,1'-indene]-4-carboxylic acid methyl ester COC(=O)C1CCC2(CCC3=CC=C(C=C23)C(=O)N2[C@H](CNCC2)C)CC1